3,4-dinitropyrazole [N+](=O)([O-])C1=NNC=C1[N+](=O)[O-]